di-Boc-amine C(=O)(OC(C)(C)C)NC(=O)OC(C)(C)C